COC1=CC=C(C=2OC3=CC(=C(C(=C3C(C2)=O)OC)OC)OC)C=C1 4',5,6,7-Tetramethoxyflavone